(5-(6-ethoxy-4-methylpyridin-3-yl)thiazol-2-yl)-2,3,6-trifluorobenzamide C(C)OC1=CC(=C(C=N1)C1=CN=C(S1)C1=C(C(=C(C(=O)N)C(=C1)F)F)F)C